2-((5-(5-(3,5-dichlorophenyl)-5-(trifluoromethyl)-4,5-dihydro-1H-pyrazol-3-yl)-1,3,4-oxadiazol-2-yl)thio)-N-(2-fluorophenyl)acetamide ClC=1C=C(C=C(C1)Cl)C1(CC(=NN1)C1=NN=C(O1)SCC(=O)NC1=C(C=CC=C1)F)C(F)(F)F